The molecule is a hydroxyeicosatrienoic acid that consists of 8Z,11Z,13E-icosatrienoic acid bearing an additional 15-hydroxy substituent. It has a role as a metabolite. It derives from an all-cis-icosa-8,11,14-trienoic acid. CCCCCC(/C=C/C=C\\C/C=C\\CCCCCCC(=O)O)O